C(N)(=O)NC1=CC=C(C2=CC=CC=C12)OC=1N=C(SC1C1=NC(=NC=C1)N[C@@H]1CN(C[C@H](C1)F)C(=O)OC(C)(C)C)C tert-butyl (3S,5S)-3-{[4-(4-{[4-(carbamoylamino)naphthalen-1-yl]oxy}-2-methyl-1,3-thiazol-5-yl)pyrimidin-2-yl]amino}-5-fluoropiperidine-1-carboxylate